C(C1=CC=CC=C1)N1[C@@H]2CCC[C@H]1CC2 (1R,3s,5S)-8-benzyl-8-azabicyclo[3.2.1]octane